1β-D-arabino-furanosylcytosine [C@@H]1([C@@H](O)[C@H](O)[C@H](O1)CO)N1C(=O)N=C(N)C=C1